(R)-2-Methyl-propane-2-sulfinic acid {(R or S)-1-[5-(1-methyl-2-oxo-1,2,3,4-tetrahydro-quinolin-6-yl)-pyridin-3-yl]-ethyl}-amide CN1C(CCC2=CC(=CC=C12)C=1C=C(C=NC1)[C@@H](C)N[S@](=O)C(C)(C)C)=O |o1:17|